BrC=1C=C2C(=NN(C2=CC1F)COCC[Si](C)(C)C)C1=CC(=C2CCN(CC2=C1)C)C 7-(5-bromo-6-fluoro-1-((2-(trimethylsilyl)ethoxy)methyl)-1H-indazol-3-yl)-2,5-dimethyl-1,2,3,4-tetrahydroisoquinoline